C(C)NC(=O)N1CCCCC1 N-ethyl-piperidine-1-carboxamide